Br\C=1\CCCC2=C(/C1/C1=CC=C(C=C1)C=C1CN(CC1)CCCF)C=CC(=C2)C(=O)OC methyl (E)-8-bromo-9-(4-((1-(3-fluoropropyl)pyrrolidin-3-ylidene)methyl)phenyl)-6,7-dihydro-5H-benzo[7]annulene-3-carboxylate